C1(=CC=CC=C1)C1=NC(=CC(=N1)C=1C=C(C=CC1)B(O)O)C1=CC=CC=C1 (3-(2,6-diphenylpyrimidin-4-yl)phenyl)boronic acid